6-bromo-3-fluoro-1-(pyridin-3-ylmethyl)-1H-pyrazolo[4,3-b]pyridine BrC=1C=C2C(=NC1)C(=NN2CC=2C=NC=CC2)F